[C@H]1([C@@H](O)[C@@H](O)[C@H](O)[C@H](O1)CO)OC1=C(C=C(C=C1)C1=CC(=CC=C1)C(=O)O)C 4'-(α-D-mannopyranosyloxy)-3'-methyl-[1,1'-biphenyl]-3-carboxylic acid